(S)-2-(5-cyclopropyl-6-oxo-3-(2-oxoethyl)pyridazin-1(6H)-yl)-4-methylpentanoic acid methyl ester COC([C@H](CC(C)C)N1N=C(C=C(C1=O)C1CC1)CC=O)=O